methyl 2-(((benzyloxy)carbonyl)amino)-4-(4,4,5,5-tetramethyl-1,3,2-dioxaborolan-2-yl)benzoate C(C1=CC=CC=C1)OC(=O)NC1=C(C(=O)OC)C=CC(=C1)B1OC(C(O1)(C)C)(C)C